1-{1,4-Dioxospiro[4.5]dec-8-yl}-3-(3-methoxypropoxy)-1H-pyrazole-4-carboxylic acid O=C1CCC(C12CCC(CC2)N2N=C(C(=C2)C(=O)O)OCCCOC)=O